3-(2-aminoethylamino)propyl-(methyl)dimethoxysilane NCCNCCC[Si](OC)(OC)C